5-(5-(3,3-difluoroazetidin-1-yl)pyridin-2-yl)-1-methyl-N-(3-(methylsulfonamido)phenyl)-1H-pyrrole-3-carboxamide FC1(CN(C1)C=1C=CC(=NC1)C1=CC(=CN1C)C(=O)NC1=CC(=CC=C1)NS(=O)(=O)C)F